N1(CCCC1)C(=O)C1=CC=C(C=C1)C=1C=NC(=NC1)NC1=CC2=C(OC[C@H]3N2C(CC3)=O)N=C1 (S)-2-((5-(4-(pyrrolidine-1-carbonyl)-phenyl)pyrimidin-2-yl)amino)-6,6a,7,8-tetrahydro-9H-pyrido-[2,3-b]pyrrolo[1,2-d][1,4]oxazin-9-one